tert-butyl 3-(4-(cyclopropylsulfonyl)phenyl)azetidine-1-carboxylate C1(CC1)S(=O)(=O)C1=CC=C(C=C1)C1CN(C1)C(=O)OC(C)(C)C